2,4-dihydroxybenzoic acid methyl ester COC(C1=C(C=C(C=C1)O)O)=O